2-(3-fluoro-2-isopropylphenyl)-9-(4-(3-(piperidin-4-yl)-1H-pyrazol-1-yl)benzyl)-7,9-dihydro-8H-purin-8-one FC=1C(=C(C=CC1)C1=NC=C2NC(N(C2=N1)CC1=CC=C(C=C1)N1N=C(C=C1)C1CCNCC1)=O)C(C)C